FC=1C=C(C=CC1)C#CC=1C=C2CCC(C2=CC1)N1C[C@@H](CCC1)C(=O)OC methyl (3R)-1-(5-((3-fluorophenyl) ethynyl)-2,3-dihydro-1H-inden-1-yl)-piperidine-3-carboxylate